1-[((3S,4S)-1-cyclopropylmethyl-4-{[5-(2,4-difluoro-phenyl)-isoxazole-3-carbonyl]-amino}-piperidine-3-carbonyl)-amino]-cyclopropanecarboxylic acid ethyl ester C(C)OC(=O)C1(CC1)NC(=O)[C@H]1CN(CC[C@@H]1NC(=O)C1=NOC(=C1)C1=C(C=C(C=C1)F)F)CC1CC1